BrC1=C2C(=C(N=C1)C(F)(F)F)N(N=C2)COCC[Si](C)(C)C 4-bromo-7-(trifluoromethyl)-1-((2-(trimethylsilyl)ethoxy)methyl)-1H-pyrazolo[3,4-c]pyridine